1-trimethoxysilyl-8-(diethylamino)(methyldimethoxysilylpropylamino)methylsilyloctane CO[Si](C(CCCCCCCN(CC)CC)[SiH2]CNCCC[Si](OC)(OC)C)(OC)OC